OC1=C(C=C(C=C1)/C=C/C(=O)C1=CC=C(C=C1)N1C(CCC1)=O)OC 1-[4-[(E)-3-(4-Hydroxy-3-methoxyphenyl)prop-2-enoyl]phenyl]pyrrolidin-2-one